CC1=C(C=2N(C=C1C1=C(C=3N=C(SC3N1)CNCC1(CC1)S(=O)(=O)C)C(C)C)N=CN2)C 1-(5-(7,8-dimethyl-[1,2,4]triazolo[1,5-a]pyridin-6-yl)-6-isopropyl-4H-pyrrolo[3,2-d]thiazol-2-yl)-N-((1-(methylsulfonyl)cyclopropyl)methyl)methanamine